6-(((3R,4R)-3,4-difluoropiperidin-1-yl)methyl)-2-(3-(3-((4-methyl-4H-1,2,4-triazol-3-yl)methyl)oxetan-3-yl)phenyl)-4-(trifluoromethyl)isoindolin-1-one F[C@@H]1CN(CC[C@H]1F)CC1=CC(=C2CN(C(C2=C1)=O)C1=CC(=CC=C1)C1(COC1)CC1=NN=CN1C)C(F)(F)F